2-(2-chloro-6-fluoro-phenyl)acetonitrile ClC1=C(C(=CC=C1)F)CC#N